N[C@@H](C(=O)OCC)C1=C(C=C(C=C1)OCC1=CC=CC=C1)F ethyl (R)-2-amino-2-(4-(benzyloxy)-2-fluorophenyl)acetate